C(CCCC[C@@H]1SC[C@@H]2NC(=O)N[C@H]12)(=O)[O-] D-biotinate